N-[4-(5-Cyclopropyl-2-methylpyrazol-3-yl)phenyl]-3-[(1,1-dioxo-1,4-thiazinan-4-yl)methyl]benzamide C1(CC1)C=1C=C(N(N1)C)C1=CC=C(C=C1)NC(C1=CC(=CC=C1)CN1CCS(CC1)(=O)=O)=O